OC1(C2=CC=CC=C2C=2C=CC=CC12)C=CC=O 3-(9-hydroxy-9H-fluoren-9-yl)acrolein